Methyl (R)-3-amino-2-methylpropanoate NC[C@H](C(=O)OC)C